CC1OC2=C(S1)C(=CC=C2)C(F)(F)F 2-Methyl-4-(trifluoromethyl)-1,3-benzoxathiolan